FC1=C(C=CC(=C1)F)C1=CC(=NO1)C(=O)N1CC2=C(C(C1)C=1C=NN(C1)C)SN=C2 [5-(2,4-difluorophenyl)isoxazol-3-yl]-[7-(1-methylpyrazol-4-yl)-6,7-dihydro-4H-isothiazolo[4,5-c]pyridin-5-yl]methanone